COC1=NC(=CC=C1)OC (E)-2,6-dimethoxypyridine